pyridine-4,6-diyl-bis(3-methylmorpholine) N1=CC=C(C=C1N1C(COCC1)C)N1C(COCC1)C